6-(Benzyloxy)-N-(4-bromophenyl)-5-(1H-indol-4-yl)pyridin-3-amine C(C1=CC=CC=C1)OC1=C(C=C(C=N1)NC1=CC=C(C=C1)Br)C1=C2C=CNC2=CC=C1